4-((S)-4-acryloyl-3-(cyanomethyl)piperazin-1-yl)-N-((R)-1-(dimethylamino)propan-2-yl)-3-methyl-7-(8-methylnaphthalen-1-yl)-5,6,7,8-tetrahydro-1,7-naphthyridine-2-carboxamide C(C=C)(=O)N1[C@H](CN(CC1)C1=C(C(=NC=2CN(CCC12)C1=CC=CC2=CC=CC(=C12)C)C(=O)N[C@@H](CN(C)C)C)C)CC#N